OCC=CCNC=1C=CC(=C(C#N)C1)C 5-((4-hydroxybut-2-en-1-yl)amino)-2-methylbenzonitrile